1-azaspiro[4.5]decan-2-one N1C(CCC12CCCCC2)=O